4-bromo-N-(5-chloro-2-(2-methoxyethoxy)phenyl)thiophene-2-carboxamide BrC=1C=C(SC1)C(=O)NC1=C(C=CC(=C1)Cl)OCCOC